C(C)(C)(C)OC(=O)N1CCN(CC1)CC1=CC=C(C=C1)C(C(=O)OC)(C)C.C(C)(C)(C)OOC(C)(C)C1=C(C=CC=C1)C(C)(C)OOC(C)(C)C bis(tert-butylperoxyisopropyl)benzene tert-Butyl-4-(4-(1-methoxy-2-methyl-1-oxopropan-2-yl)benzyl)piperazine-1-carboxylate